1-methyl-6-hydroxyamino-pseudouridine triphosphate P(O)(=O)(OP(=O)(O)OP(=O)(O)O)OC[C@@H]1[C@H]([C@H]([C@@H](O1)C1=C(N(C(=O)NC1=O)C)NO)O)O